4-(methylthio)-6-(naphthalen-2-yl)-2-oxo-2H-pyran-3-carbonitrile CSC1=C(C(OC(=C1)C1=CC2=CC=CC=C2C=C1)=O)C#N